2,6-Dichloro-3-{[(2,2-dimethylpropionyl)amino]methyl}-N-{1-[3-methyl-4-(trifluoromethoxy)phenyl]-1H-indazol-4-yl}benzamide ClC1=C(C(=O)NC2=C3C=NN(C3=CC=C2)C2=CC(=C(C=C2)OC(F)(F)F)C)C(=CC=C1CNC(C(C)(C)C)=O)Cl